1-({6-methylimidazo[1,2-a]pyridin-2-yl}methyl)-4-{1H-pyrrolo[2,3-b]pyridin-5-yl}-1H-1,2,3-triazole CC=1C=CC=2N(C1)C=C(N2)CN2N=NC(=C2)C=2C=C1C(=NC2)NC=C1